O1CC(C1)C#N 3-oxetanecarbonitrile